5-nitro-1-(tetrahydro-2H-pyran-2-yl)-6-((triisopropylsilyl)ethynyl)-1H-indazole [N+](=O)([O-])C=1C=C2C=NN(C2=CC1C#C[Si](C(C)C)(C(C)C)C(C)C)C1OCCCC1